(3,3,3-trifluoroprop-1-en-1-yl)benzene FC(C=CC1=CC=CC=C1)(F)F